FC1=C(C=CC(=C1)F)[C@](CN[C@@H](C)C=1C=CC=2N(C1)N=C(C2C2=CC=NC=C2)C2=CC=C(C=C2)F)(CN2N=CN=C2)O (S)-2-(2,4-difluorophenyl)-1-(((S)-1-(2-(4-fluorophenyl)-3-(pyridin-4-yl)pyrazolo[1,5-a]pyridin-6-yl)ethyl)amino)-3-(1H-1,2,4-triazol-1-yl)propan-2-ol